2-((2-(Didodecylamino)ethyl)(tetradecyl)amino)ethan-1-ol C(CCCCCCCCCCC)N(CCN(CCO)CCCCCCCCCCCCCC)CCCCCCCCCCCC